N-[5-(1H-benzimidazol-2-yl)-1-[(4-methoxyphenyl)methyl]pyrazol-3-yl]-6-[4-(2-methoxyethyl)piperazin-1-yl]pyridine-3-carboxamide N1C(=NC2=C1C=CC=C2)C2=CC(=NN2CC2=CC=C(C=C2)OC)NC(=O)C=2C=NC(=CC2)N2CCN(CC2)CCOC